3-[(3-bromo-benzyl)-(toluene-4-sulfonyl)-amino]Propionic acid BrC=1C=C(CN(CCC(=O)O)S(=O)(=O)C2=CC=C(C)C=C2)C=CC1